COC1=C(C=CC=C1)NC=1C(=CC=CC1C)C N-(2-methoxyphenyl)-2,6-xylidine